N-(5-(5-(7-methyl-9-oxa-3,7-diazabicyclo[3.3.1]nonan-3-yl)benzo[d]oxazol-2-yl)-8-(methylamino)-2,7-naphthyridin-3-yl)cyclopropanecarboxamide CN1CC2CN(CC(C1)O2)C=2C=CC1=C(N=C(O1)C1=C3C=C(N=CC3=C(N=C1)NC)NC(=O)C1CC1)C2